C1=CC=CC=2C3=CC=CC=C3C(C12)COC(=O)N[C@H](C(=O)O)CCC1=CC(=C(C=C1)C(F)(F)F)OC (2S)-2-(9H-fluoren-9-ylmethoxycarbonylamino)-4-[3-methoxy-4-(trifluoromethyl)phenyl]butanoic acid